N[C@@H]1CCCC12CCN(CC2)C2=CN=C(C(=N2)CO)C2=C(C(=CC=C2)Cl)Cl (R)-(6-(1-amino-8-azaspiro[4.5]dec-8-yl)-3-(2,3-dichlorophenyl)pyrazin-2-yl)methanol